1-methyl-2-(triisopropylsilyl)-1H-imidazole CN1C(=NC=C1)[Si](C(C)C)(C(C)C)C(C)C